C(C)(C)(C)OC(=O)N1C(N(C2=C1C=CC=C2)C=2C=NC(=NC2)OC)=O 3-(2-methoxypyrimidin-5-yl)-2-oxo-2,3-dihydro-1H-benzo[d]imidazole-1-carboxylic acid tert-butyl ester